FC1=C(C=CC=2OC=CN2)C=CC(=C1)C(F)(F)F (2-fluoro-4-(trifluoromethyl)styryl)oxazole